C1(CCCCCCC1)C(NC(=O)C=1C(=NOC1)C)C=1NC2=C(N1)C(=C(C=C2)C=2CCOCC2)F N-{cyclooctyl-[6-(3,6-dihydro-2H-pyran-4-yl)-7-fluoro-3H-benzoimidazol-2-yl]methyl}-3-methylisoxazole-4-carboxamide